C(C)N1C[C@@H]([C@H](CC1)C1=CC=C(C=C1)B(O)O)F [4-[(3R,4R)-1-ethyl-3-fluoro-4-piperidinyl]phenyl]boronic acid